(4-bromo-2-hydroxy-5-methylphenyl)ethan-1-one BrC1=CC(=C(C=C1C)C(C)=O)O